O=C(C(C1=CC=CC=C1)N1C(CCC1=O)=O)N1CCN(CC1)C1=CC=C(C=C1)C(F)(F)F 1-(2-Oxo-1-Phenyl-2-(4-(4-(Trifluoromethyl)Phenyl)Piperazin-1-yl)Ethyl)Pyrrolidine-2,5-Dione